(S)-3-cyano-N-(1-(1-(5-((dimethyl(oxo)-λ6-sulfaneylidene)amino)pyridin-2-yl)-3-methyl-1H-1,2,4-triazol-5-yl)ethyl)-5-(trifluoromethyl)benzamide C(#N)C=1C=C(C(=O)N[C@@H](C)C2=NC(=NN2C2=NC=C(C=C2)N=S(=O)(C)C)C)C=C(C1)C(F)(F)F